N-(2-chloro-4-(trifluoromethyl)phenyl)-2-(5-ethyl-7-oxo-6-(piperazin-1-yl)-2-(1-oxaspiro[4.5]dec-7-en-8-yl)-[1,2,4]triazolo[1,5-a]pyrimidin-4(7H)-yl)acetamide ClC1=C(C=CC(=C1)C(F)(F)F)NC(CN1C=2N(C(C(=C1CC)N1CCNCC1)=O)N=C(N2)C2=CCC1(CCCO1)CC2)=O